{3-[(1R)-1-{[6-(1-acetyl-4-oxo-1,4lambda5-azaphosphinan-4-yl)-2-methylpyrido[3,4-d]pyrimidin-4-yl]amino}ethyl]-2-fluorophenyl}(difluoro)acetic acid C(C)(=O)N1CCP(CC1)(=O)C1=CC2=C(N=C(N=C2N[C@H](C)C=2C(=C(C=CC2)C(C(=O)O)(F)F)F)C)C=N1